ethyl-(S)-4-(3-((tert-butoxycarbonyl)amino)-3-methylpyrrolidin-1-yl)-6-cyano-5-(3,5-difluorophenyl)nicotinic acid C(C)C1=C(C(=O)O)C(=C(C(=N1)C#N)C1=CC(=CC(=C1)F)F)N1C[C@@](CC1)(C)NC(=O)OC(C)(C)C